5-(4-((3-ethyl-2,4-dioxo-1,2,3,4-tetrahydropyrido[3,2-d]pyrimidin-7-yl)methyl)piperazin-1-yl)-N-methylpyridineamide C(C)N1C(NC2=C(C1=O)N=CC(=C2)CN2CCN(CC2)C=2C=CC(=NC2)C(=O)NC)=O